C1(CC1)CC1(CC1)C(=O)O 1-(CYCLOPROPYLMETHYL)CYCLOPROPANECARBOXYLIC ACID